C(C)(C)C1=C(C=CC=C1)NC(=S)N/N=C/C1=CC=C2C(=NN(C2=C1)C)CNC1=CC=C(C=C1)OC(F)(F)F 1-(2-isopropylphenyl)-3-[(E)-[1-methyl-3-[[4-(trifluoromethoxy)anilino]methyl]indazol-6-yl]methyleneamino]thiourea